N-(2-aminoethyl)-2-(4-cyanophenyl)-1-(p-tolyl)-1H-benzo[d]imidazole-5-carboxamide NCCNC(=O)C1=CC2=C(N(C(=N2)C2=CC=C(C=C2)C#N)C2=CC=C(C=C2)C)C=C1